1-methoxy-2-(3-methoxypropoxy)-4-nitro-benzene COC1=C(C=C(C=C1)[N+](=O)[O-])OCCCOC